C(C1=CC=CC=C1)OC=1C=C2SC=3C=CC(=CC3NC2=CC1)C(=O)NCC1=CC=C(C=C1)S(=O)(=O)CC 7-(Benzyloxy)-N-(4-(ethylsulfonyl)benzyl)-10H-phenothiazine-2-carboxamide